1-(4-pyrimidin-2-ylthiazol-5-yl)ethanamine N1=C(N=CC=C1)C=1N=CSC1C(C)N